1-Bromo-2-methylsulfanyl-4-(trifluoromethyl)benzene BrC1=C(C=C(C=C1)C(F)(F)F)SC